(R)-1'-(3-(3,4-dihydro-1,5-naphthyridin-1(2H)-yl)-1H-pyrazolo[3,4-b]pyrazin-6-yl)-3H-spiro[benzofuran-2,4'-piperidin]-3-amine N1(CCCC2=NC=CC=C12)C1=NNC2=NC(=CN=C21)N2CCC1(CC2)OC2=C([C@H]1N)C=CC=C2